2-(1-(tert-Butoxycarbonyl)-1,2,3,6-tetrahydropyridin-4-yl)-4H-thieno[3,2-b]pyrrole-5-carboxylic acid methyl ester COC(=O)C1=CC2=C(N1)C=C(S2)C=2CCN(CC2)C(=O)OC(C)(C)C